2-Chloro-5-(4-(2-fluoro-5-methoxy-4-nitrophenyl)piperazin-1-yl)benzonitrile ClC1=C(C#N)C=C(C=C1)N1CCN(CC1)C1=C(C=C(C(=C1)OC)[N+](=O)[O-])F